NC=1C(=C(C=CC1N)C1=C(CN(C1)C(=O)OC(C)(C)C)C(=O)OCC)F O1-tert-Butyl O3-ethyl 4-(3,4-diamino-2-fluorophenyl)-2,5-dihydropyrrole-1,3-dicarboxylate